[C@H]12CC(C[C@H](CC1)N2)C(=C)C=2N=CC(=NC2)C2=C(C=C(C(=C2)F)N2C=NC=C2)O 2-(5-(1-((1r,3s,5s)-8-azabicyclo[3.2.1]oct-3-yl)vinyl)pyrazin-2-yl)-4-fluoro-5-(1H-imidazol-1-yl)phenol